N-(2-cyanobenzyl)propanamide tert-butyl-(R)-4-(2-chloro-3-cyano-4-nitrophenyl)-2-(hydroxymethyl)piperazine-1-carboxylate C(C)(C)(C)OC(=O)N1[C@H](CN(CC1)C1=C(C(=C(C=C1)[N+](=O)[O-])C#N)Cl)CO.C(#N)C1=C(CNC(CC)=O)C=CC=C1